CC1=CC(=NO1)C(=O)N[C@H](C(=O)OC)CC1=CC=CC2=CC=CC=C12 Methyl (S)-2-(5-methylisoxazole-3-carboxamido)-3-(naphthalen-1-yl)propanoate